ClC1=C(C=CC=C1Cl)N1CCN(CC1)CCC1(CCC(CC1)N)F 4-(2-(4-(2,3-dichlorophenyl)piperazin-1-yl)ethyl)-4-fluorocyclohexane-1-amine